methyl N-(2-(4-((S)-3,3-dicyclopropyl-2-(1-isopropyl-1H-pyrazole-5-carboxamido)propanamido)-3-fluorophenyl)propanoyl)-N-(2,2,2-trifluoroethyl)glycinate C1(CC1)C([C@@H](C(=O)NC1=C(C=C(C=C1)C(C(=O)N(CC(=O)OC)CC(F)(F)F)C)F)NC(=O)C1=CC=NN1C(C)C)C1CC1